(Z)-N-((E)-1,3-dihydroxyoctadec-4-en-2-yl)tetracos-15-enamide OCC(C(\C=C\CCCCCCCCCCCCC)O)NC(CCCCCCCCCCCCC\C=C/CCCCCCCC)=O